3-phenyl-3-(4-(4-phenyl-piperazin-1-yl)phenyl)-13,13-dimethyl-6-methoxy-7-(4-(4'-octyloxy-biphenyl-4-carbonyloxy)-piperidin-1-yl)indeno[2',3':3,4]naphtho[1,2-b]pyran C1(=CC=CC=C1)C1(C=CC2=C(O1)C=1C=C(C(=CC1C1=C2C(C2=CC=CC=C21)(C)C)N2CCC(CC2)OC(=O)C2=CC=C(C=C2)C2=CC=C(C=C2)OCCCCCCCC)OC)C2=CC=C(C=C2)N2CCN(CC2)C2=CC=CC=C2